2-fluoro-4-((3-(hydroxymethyl)-1-(phenylsulfonyl)azetidin-3-yl)methoxy)benzonitrile FC1=C(C#N)C=CC(=C1)OCC1(CN(C1)S(=O)(=O)C1=CC=CC=C1)CO